NC1=CC=CC(=N1)S(=O)(=O)NC(=O)C=1C(=NC(=CC1)C1=CC(=CC(=C1)OCC(C)C)F)N1[C@H](C(CC1)(C)C)C N-[(6-Amino-2-pyridyl)sulfonyl]-6-(3-fluoro-5-isobutoxyphenyl)-2-[(2S)-2,3,3-trimethylpyrrolidin-1-yl]pyridin-3-carboxamid